ClC1=NN(C2=CC(=CC=C12)C(=O)O)C(F)F 3-chloro-1-(difluoromethyl)-1H-indazole-6-carboxylic acid